COC=1C=C(NC2=NC=NC=C2C(=O)N)C=C(C1OC)OC 4-(3,4,5-trimethoxyanilino)pyrimidine-5-carboxamide